(3R)-N-(benzo[d]thiazol-5-yl)-1-((3,6-dimethyl-2,3-dihydrobenzofuran-5-yl)sulfonyl)pyrrolidine-3-carboxamide S1C=NC2=C1C=CC(=C2)NC(=O)[C@H]2CN(CC2)S(=O)(=O)C=2C(=CC1=C(C(CO1)C)C2)C